[Na+].CC1([C@H]2CN[C@@H]([C@@H]12)S(=O)(=O)[O-])C (1r,2r,5s)-6,6-dimethyl-3-azabicyclo[3.1.0]hexane-2-sulfonic acid sodium salt